(2-chlorophenyl) (1-hydroxycyclopentyl) ketone OC1(CCCC1)C(=O)C1=C(C=CC=C1)Cl